FC1=CC=C(CCOC2=CC=C3C=CN(C3=C2)CCCN2CCOCC2)C=C1 4-(3-(6-(4-fluorophenethoxy)-1H-indol-1-yl)propyl)morpholine